N[C@@H](CCCCN)C(=O)[O-].N[C@@H](CCCCN)C(=O)[O-].N[C@@H](CCCCN)C(=O)[O-].[Mn+3] manganese trislysinate